C(C#C)P(O)(=O)CC=CC 2-propynyl-(2-butenyl)phosphinic acid